ClC=1C=CC(=C(C(=O)NC2=CC=C(C=C2)OC2=CC=C(C=C2)Cl)C1)O 5-chloro-N-(4-(4-chlorophenoxy)phenyl)-2-hydroxybenzamide